OC[C@H](C1=CC=CC=C1)NC1=CC(=NC=C1C1=NC(=NO1)C1=NC=CC=C1)NC1=CC=C2C(=N1)CNC2=O (S)-2-((4-((2-hydroxy-1-phenylethyl)amino)-5-(3-(pyridin-2-yl)-1,2,4-oxadiazol-5-yl)pyridin-2-yl)amino)-6,7-dihydro-5H-pyrrolo[3,4-b]pyridin-5-one